N-(4-chloro-2-methoxypyrimidin-5-yl)-2-((4-fluoro-2-methylphenyl)amino)-5-(trifluoromethyl)benzamide ClC1=NC(=NC=C1NC(C1=C(C=CC(=C1)C(F)(F)F)NC1=C(C=C(C=C1)F)C)=O)OC